FC(S(=O)(=O)OC=1C=2N(C=C(C1)C=1C=NN(C1)C(F)F)N=CC2C#N)(F)F 3-cyano-6-(1-(difluoromethyl)-1H-pyrazol-4-yl)pyrazolo[1,5-a]pyridin-4-yl trifluoromethanesulfonate